N-(2-(dimethylamino)ethyl)pent-4-enamide (2RS)-2-{trans-4-[(tert-butoxycarbonyl)amino]cyclohexyl}-7-chloro-2,4-dimethyl-1,3-benzodioxole-5-carboxylate C(C)(C)(C)OC(=O)N[C@@H]1CC[C@H](CC1)[C@@]1(OC2=C(O1)C(=CC(=C2C)C(=O)O)Cl)C.CN(CCNC(CCC=C)=O)C |&1:14|